3-cyano-3-(2-iodophenyl)azetidine-1-carboxylic acid tert-butyl ester C(C)(C)(C)OC(=O)N1CC(C1)(C1=C(C=CC=C1)I)C#N